C[C@H](CC1=NOC=C1C)C=1C=C(N)C=CC1 3-[(1R)-1-methyl-2-(4-methylisoxazol-3-yl)ethyl]aniline